FC1=CC2=C(CN(CC=C2)C2=CC(=C(C(=C2)C)NC(CC(C)(C)C)=O)C)C=C1F N-(4-(7,8-difluoro-1,3-dihydro-2H-benzo[c]azepin-2-yl)-2,6-dimethylphenyl)-3,3-dimethylbutyramide